2-[(2-methyl-1-oxo-2-propen-1-yl)oxy]ethyl D-mannopyranoside O(C1[C@@H](O)[C@@H](O)[C@H](O)[C@H](O1)CO)CCOC(C(=C)C)=O